FC1=CC2=C(NC([C@H](CS2)NC(OC(C)(C)C)=O)=O)C=C1C1=NOC(=N1)O tert-butyl N-[(3R)-8-fluoro-7-(5-hydroxy-1,2,4-oxadiazol-3-yl)-4-oxo-3,5-dihydro-2H-1,5-benzothiazepin-3-yl]carbamate